6-(5-cyanopyridin-2-yl)-N-(2-(4-fluorophenyl)propan-2-yl)-1-(2-morpholinoethyl)-2-oxo-1,2-dihydro-1,8-naphthyridine-3-carboxamide C(#N)C=1C=CC(=NC1)C=1C=C2C=C(C(N(C2=NC1)CCN1CCOCC1)=O)C(=O)NC(C)(C)C1=CC=C(C=C1)F